CN1C(=NC=C1)C1CN(C1)C 1-methyl-2-(1-methylazetidin-3-yl)-1H-imidazol